di-hydroxyl-phenol OC=1C(=C(C=CC1)O)O